C(C)(C)(C)[Si](CCCCC(O)=O)(C)C 5-[tert-butyl-(dimethyl)silyl]oxopentan-1-ol